C(#N)C1=CC=C(C=C1)C1=CC(=CC=2N1N=CN2)C(=O)NCC=2N=CN(C2)C 5-(4-cyanophenyl)-N-[(1-methyl-1H-imidazol-4-yl)methyl]-[1,2,4]triazolo[1,5-a]pyridine-7-carboxamide